COC(=O)C=1SC(=C(C1)[N+](=O)[O-])OC(C(=O)OCC)CC 5-((1-ethoxy-1-oxobutan-2-yl)oxy)-4-nitrothiophene-2-carboxylic acid methyl ester